C[Si](OC(CO)CO)(C(C)(C)C)C 2-{[Dimethyl(2-methyl-2-propanyl)silyl]oxy}-1,3-propanediol